ethyl 4-methyl-2-(N-methyl-3-(3-(5-methyl-1,2,4-oxadiazol-3-yl)benzamido)propanamido)thiazole-5-carboxylate CC=1N=C(SC1C(=O)OCC)N(C(CCNC(C1=CC(=CC=C1)C1=NOC(=N1)C)=O)=O)C